4-(6-(Isopropyl-(propyl)amino)pyridinamido)-2-methylbenzoic acid C(C)(C)N(C1=CC=CC(=N1)C(=O)NC1=CC(=C(C(=O)O)C=C1)C)CCC